2-(3,5-dibromophenyl)-4-methylthiazole BrC=1C=C(C=C(C1)Br)C=1SC=C(N1)C